CC=1C=C(SC1)C(=O)OC Methyl 4-methylthiophene-2-carboxylate